2,2'-(4,11-dimethyl-1,4,8,11-tetraazacyclotetradecane-1,8-diyl)diacetic acid CN1CCN(CCCN(CCN(CCC1)CC(=O)O)C)CC(=O)O